OC1=CC=C(C=C1)C(C)(CCCCCCCC)C1=CC=C(C=C1)O 2,2-bis(4-hydroxyphenyl)n-decane